FC1=C(CNC(C(C)C)=O)C=CC(=C1C=1NC(C=C(N1)C=1C=NC(=CC1)OCCOC(C)C)=O)C(F)(F)F N-(2-fluoro-3-{4-[6-(2-isopropoxyethoxy)pyridin-3-yl]-6-oxo-1,6-dihydropyrimidin-2-yl}-4-(trifluoromethyl)benzyl)isobutyramide